S-(benzo[d]thiazol-2-yl) quinoxaline-2-thiocarboxylate N1=C(C=NC2=CC=CC=C12)C(SC=1SC2=C(N1)C=CC=C2)=O